C(C(C)C)C1=CC=C(C=C1)OC1=C(C(=C(C(=C1C1=C(C=C(C(=C1)O)O)Br)Br)C(=O)C1=CC=C(C=C1)CC(C)C)O)O (4-isobutylphenyl)(2-bromo-4,5-dihydroxyphenyl)(4-isobutylphenyl)(6-bromo-2,3,4-trihydroxyphenyl)methanone